C(CCC)NC=1C2=C(N=C(N1)N)C=NN2CC2=C(C=CC(=C2)CN2C1CNC(C2)C1)OC N7-butyl-1-{[5-({2,5-diaza-bicyclo[2.2.1]heptan-2-yl}methyl)-2-methoxy-phenyl]methyl}-1H-pyrazolo[4,3-d]pyrimidine-5,7-diamine